FC(C(=O)O)(F)F.FC(C(=O)O)(F)F.CS(=O)(=O)N methanesulfonamide bis(2,2,2-trifluoroacetate)